C12CC(CC2C1)OC1=C(C=C(C=C1F)NC(=O)C=1N=C(OC1CC)N1CC(C1)(C)OC)Cl N-(4-(cis-bicyclo[3.1.0]hex-3-yloxy)-3-chloro-5-fluorophenyl)-5-ethyl-2-(3-methoxy-3-methylazetidin-1-yl)oxazole-4-carboxamide